BrC1=CC2=C(C=3C=COC31)OC[C@@H](O2)CO[Si](C)(C)C(C)(C)C (R)-((6-bromo-2,3-dihydro-[1,4]dioxino[2,3-e]benzofuran-3-yl)methoxy)(tert-butyl)dimethylsilane